2-({9-[(cyclopropylmethyl)amino]-7-methoxy-1H,2H,3H-cyclopenta[b]quinolin-6-yl}oxy)ethane-1-sulfonamide C1(CC1)CNC1=C2C(=NC=3C=C(C(=CC13)OC)OCCS(=O)(=O)N)CCC2